N-(3-(3,3-dimethylbut-2-yloxy)propyl)-3-(imidazolyl)propan-1-amine CC(C(C)OCCCNCCCC=1NC=CN1)(C)C